FC=1C=C2C=NN(C2=CC1C1=CC=CC=2C(=COC21)CC(=O)NCC(=O)NCC(=O)O)C (2-(7-(5-fluoro-1-methyl-1H-indazol-6-yl)benzofuran-3-yl)acetyl)glycylglycine